2-(4-chlorophenyl)-4-(2,4-dichlorophenyl)-5-methylimidazole ClC1=CC=C(C=C1)C=1NC(=C(N1)C1=C(C=C(C=C1)Cl)Cl)C